(S)-4-(N-(3-(tert-butyl)-5-cyclopropylbenzyl)-2-(N-(2-chloro-4-fluorobenzyl)-(2,3,4,5,6-pentafluorophenyl)sulfonamido)acetamido)-3-((tetrahydrofuran-3-yl)oxy)benzoic acid C(C)(C)(C)C=1C=C(CN(C(CN(S(=O)(=O)C2=C(C(=C(C(=C2F)F)F)F)F)CC2=C(C=C(C=C2)F)Cl)=O)C2=C(C=C(C(=O)O)C=C2)O[C@@H]2COCC2)C=C(C1)C1CC1